C(C)(C)(C)C=1C=C(C=C(C1O)C(C)(C)C)CCC(=O)OC=CSC=COC(CCC1=CC(=C(C(=C1)C(C)(C)C)O)C(C)(C)C)=O thiodivinyl bis(3-(3,5-di-tert-butyl-4-hydroxyphenyl) propionate)